6-bromo-N-isopropyl-[1,2,4]triazolo[4',3':1,6]pyrido[2,3-d]pyrimidin-2-amine BrC1=CC2=C(N=C(N=C2)NC(C)C)N2C1=NN=C2